4-(5-(3-((2-(4-(tert-butoxy)-4-oxobutanoyl)-4-fluoro-6-methoxyisoindolin-5-yl)oxy)propoxy)-4-fluoro-6-methoxybenzo[b]thiophen-2-yl)-4-oxobutanoic acid C(C)(C)(C)OC(CCC(=O)N1CC2=CC(=C(C(=C2C1)F)OCCCOC1=C(C2=C(SC(=C2)C(CCC(=O)O)=O)C=C1OC)F)OC)=O